Cl.N1(CCNCCC1)S(=O)(=O)N1C[C@H](CC1)CN1CCC2(CN(C2)C2=NC=NC=C2OC2=C(C(=O)N(C(C)C)C(C)C)C=C(C=C2)F)CC1 (R)-2-((4-(7-((1-((1,4-diazepan-1-yl)sulfonyl)pyrrolidin-3-yl)methyl)-2,7-Diazaspiro[3.5]nonan-2-yl)pyrimidin-5-yl)oxy)-5-fluoro-N,N-diisopropylbenzamide hydrochloride